5,10,15,20-tetrakis(4-hydroxyphenyl)porphyrin OC1=CC=C(C=C1)C=1C2=CC=C(N2)C(=C2C=CC(C(=C3C=CC(=C(C=4C=CC1N4)C4=CC=C(C=C4)O)N3)C3=CC=C(C=C3)O)=N2)C2=CC=C(C=C2)O